N1(CCC1)CCC=1C(=CC(N(C1)C(C(=O)N[C@@H](CC(=O)OCC)C=1C=C(C=C(C1F)C)C1=C(C=C(C=C1C)F)C)CC(C)C)=O)C(F)(F)F Ethyl (3S)-3-(2-(5-(2-(azetidin-1-yl)ethyl)-2-oxo-4-(trifluoromethyl)pyridin-1(2H)-yl)-4-methylpentanamido)-3-(4,4'-difluoro-2',5,6'-trimethyl-[1,1'-biphenyl]-3-yl)propanoate